calcium tetrasilicon [Si].[Si].[Si].[Si].[Ca]